CN1N=CC2=CC=C(C=C12)C(CCCCC)S(=O)(=O)N (1-methyl-1H-indazol-6-yl)hexane-1-sulfonamide